C(CCCCCCC)OC(CCO)OCCCCCCCC 3,3-bis(octyloxy)propan-1-ol